1-(3-(2-amino-3-chloro-8,9-dihydropyrido[3',2':4,5]imidazo[1,2-a]pyrazin-7(6H)-yl)-3-oxopropoxy)propan NC=1C(=CC=2N=C3N(CCN(C3)C(CCOCCC)=O)C2N1)Cl